C(#N)C=1C=NC(=NC1)C(C(=O)NCC1=CC(=C(C(=C1)Cl)C1C(NC(CC1)=O)=O)Cl)(C)C 2-(5-cyanopyrimidin-2-yl)-N-(3,5-dichloro-4-(2,6-dioxopiperidin-3-yl)benzyl)-2-methyl-propanamide